C1(=C(C(=CC(=C1)C)C)N1C(N(C=C1)C1=C(C=C(C=C1C)C)C)=N[Si](C)(C)C)C 1,3-dimesityl-N-(trimethylsilyl)-1,3-dihydro-2H-imidazol-2-imine